F[Sb-](F)(F)(F)(F)F.ClC1=C(C(=O)C2=CC=C(C=C2)[S+](C2=CC=C(C=C2)F)C2=CC=C(C=C2)F)C=CC=C1 4-(2-chlorobenzoyl)phenylbis(4-fluorophenyl)sulfonium hexafluoroantimonate